NC1=NC2=C(C=3N1N=C(N3)C=3OC=CC3)SC(N2CCN2CCN(CC2)C2=CC=NC=C2)=O 5-amino-8-(furan-2-yl)-3-(2-(4-(pyridin-4-yl)piperazin-1-yl)ethyl)thiazolo[5,4-e][1,2,4]triazolo[1,5-c]pyrimidin-2(3H)-one